[Mo].[Y].[La].COC=1C=C(C=NNC(=O)C2=CC=C3C4=C(NC3=C2)C(=NC=C4)C4(CC4)C(=O)N)C=CC1 (7-(2-(3-methoxybenzylidene)hydrazine-1-carbonyl)-9H-pyrido[3,4-b]indol-1-yl)cyclopropanecarboxamide lanthanum-yttrium-molybdenum